C(C)(C)C1=C(C(=CC(=C1)C(C)C)C(C)C)Br 2,4,6-triisopropylbromobenzene